1-methyl-3-hydroxypropyl vinyl ether C(=C)OC(CCO)C